C(CCCC)(=O)C1(C2=NCN([C@H]3[C@H](O)[C@H](O)[C@@H](CO)O3)C2=NC=N1)N 6-pentanoyl-adenosine